(S)-N1-(7-hydroxy-5-methyl-4-oxo-2,3,4,5-tetrahydrobenzo[b][1,4]oxazepin-3-yl)-N2-phenethyloxalamide OC1=CC2=C(OC[C@@H](C(N2C)=O)NC(C(=O)NCCC2=CC=CC=C2)=O)C=C1